6-(2-methoxybenzylamino)purine COC1=C(CNC2=C3NC=NC3=NC=N2)C=CC=C1